Trans-2-((4-(4-(2,4-dimethylphenyl)-4H-1,2,4-triazol-3-yl)cyclohexyl)oxy)pyridine CC1=C(C=CC(=C1)C)N1C(=NN=C1)[C@@H]1CC[C@H](CC1)OC1=NC=CC=C1